tert-butyl 4-imidazo[1,2-a]pyridin-2-yl-3-oxo-2-(4-phenylbutyl)piperazine-1-carboxylate N=1C(=CN2C1C=CC=C2)N2C(C(N(CC2)C(=O)OC(C)(C)C)CCCCC2=CC=CC=C2)=O